6-(1-methyl-1H-pyrazol-4-yl)-3-(2-methylpiperazin-1-yl)pyrazolo[1,5-a]pyridine CN1N=CC(=C1)C=1C=CC=2N(C1)N=CC2N2C(CNCC2)C